C1(CCCC1)CSC1=C(C(=C(C=C1)C1=C(C(=C(C=C1)OCC)F)F)F)F {4'-[(cyclopentylmethyl)sulfanyl]-2',3'-difluorophenyl}-4-ethoxy-2,3-difluorobenzene